tert-butyl 3-(6-chloro-8-fluoro-7-(8-fluoro-3-(methoxymethoxy) naphthalen-1-yl)-5-methoxy-2-(methylsulfonyl)quinazolin-4-yl)-3,8-diazabicyclo[3.2.1]octane-8-carboxylate ClC=1C(=C2C(=NC(=NC2=C(C1C1=CC(=CC2=CC=CC(=C12)F)OCOC)F)S(=O)(=O)C)N1CC2CCC(C1)N2C(=O)OC(C)(C)C)OC